CS(=O)(=O)OC1CCC(CC1)NC(=O)OC(C)(C)C (1S,4S)-4-((tert-butoxycarbonyl)amino)-cyclohexyl methanesulfonate